[SiH2]1CC[SiH2]CC1 1,4-disilacyclohexane